hydroxyphenyl-pyruvate OC(C(C(=O)[O-])=O)C1=CC=CC=C1